4-ethynyl-2-(trifluoromethyl)aniline C(#C)C1=CC(=C(N)C=C1)C(F)(F)F